O=C1NC([C@](N1)(C1=NC=CC=C1C(F)(F)F)CNC(OC(C)(C)C)=O)=O |r| rac-tert-butyl ({2,5-dioxo-4-[3-(trifluoromethyl)pyridin-2-yl]imidazolidin-4-yl}methyl)carbamate